C(C)OC(=O)C1=NN(N=C1C1=CC=2CC3=CC(=CC=C3C2C=C1)B1OC(C(O1)(C)C)(C)C)COCC[Si](C)(C)C 5-(7-(4,4,5,5-tetramethyl-1,3,2-dioxaborolan-2-yl)-9H-fluoren-2-yl)-2-((2-(trimethylsilyl)ethoxy)methyl)-2H-1,2,3-triazole-4-carboxylic acid ethyl ester